C12CNCC(CC1)N2C2=CC=CC=1N(C(N(C12)C)=O)C1C(NC(CC1)=O)=O 3-(4-(3,8-Diazabicyclo[3.2.1]octan-8-yl)-3-methyl-2-oxo-2,3-dihydro-1H-benzo[d]imidazol-1-yl)piperidine-2,6-dione